C(C)(=O)N1C[C@@H]2C([C@@H]2C1)NC(=O)C=1C=C(C2=C(C(CO2)C2=CC=CC=C2)C1)C(=O)NC (+/-)-N5-((1R,5S,6s)-3-Acetyl-3-azabicyclo[3.1.0]hexan-6-yl)-N7-methyl-3-phenyl-2,3-dihydrobenzofuran-5,7-dicarboxamid